N-(cis-4-ethoxycyclohexyl)-5-(4-methoxyquinazolin-6-yl)pyrrolo[2,1-f][1,2,4]triazin-2-amine C(C)O[C@H]1CC[C@H](CC1)NC1=NN2C(C=N1)=C(C=C2)C=2C=C1C(=NC=NC1=CC2)OC